C1(CC2C(CC1)O2)CC[Si](CC)(CC)OCC β-(3,4-epoxycyclohexyl)ethylethoxydiethylsilane